2,4,5-Trimethylpyridin-3-yl trifluoromethanesulfonate FC(S(=O)(=O)OC=1C(=NC=C(C1C)C)C)(F)F